FC(C(C(F)(F)F)(O)C1=CC=C(C=C1)C1=C(C=C(C=C1)CN1C2CN(C(C1)CC2)S(=O)(=O)C)C)(F)F 1,1,1,3,3,3-hexafluoro-2-(2'-methyl-4'-((5-(methylsulfonyl)-2,5-diazabicyclo[2.2.2]octan-2-yl)methyl)-[1,1'-biphenyl]-4-yl)propan-2-ol